CCCC[N+]#[C-] N-BUTYLISOCYANIDE